[C@@H]12NCC[C@H]2N(C1)C1=CC(=NC2=C(C(=NC=C12)C1=CC=CC2=CC=C(C(=C12)C#C)F)F)C 4-((1R,5R)-2,6-diazabicyclo[3.2.0]heptan-6-yl)-7-(8-ethynyl-7-fluoronaphthalen-1-yl)-8-fluoro-2-methyl-1,6-naphthyridine